N-(2-(dimethylamino)ethyl)-4-(pyridin-2-yl)-2-(4-(trifluoro-methyl)pyridin-2-ylamino)thiazole-5-carboxamide CN(CCNC(=O)C1=C(N=C(S1)NC1=NC=CC(=C1)C(F)(F)F)C1=NC=CC=C1)C